N1(CCNCC1)CC=1N2C(SC1)=NC(=C2)C2=C(C=CC=C2)NC(=O)C2=NC1=CC=CC=C1N=C2 N-(2-(3-(piperazin-1-ylmethyl)imidazo[2,1-b]thiazol-6-yl)phenyl)quinoxaline-2-carboxamide